C1(CC1)C=1N=NN(C1)[C@H](C(=O)N1[C@@H](C[C@H](C1)O)C(=O)N[C@H]1[C@@H](N(CC1)C)C1=CC=C(C=C1)F)C(C)(C)C (2S,4R)-1-[(2S)-2-(4-cyclopropyltriazol-1-yl)-3,3-dimethyl-butanoyl]-N-[(2S,3R)-2-(4-fluorophenyl)-1-methyl-pyrrolidin-3-yl]-4-hydroxy-pyrrolidine-2-carboxamide